methyl 4-amino-1-(4-(1-(S)-hydroxyethyl)phenyl)-2-oxo-7-(trifluoromethyl)-1,2-dihydroquinoline-3-carboxylate NC1=C(C(N(C2=CC(=CC=C12)C(F)(F)F)C1=CC=C(C=C1)[C@H](C)O)=O)C(=O)OC